FC=1C=CC(=NC1)C1=CC=C2C(=N1)N(C(=N2)C=2C=NC=CC2)C2=CC=C(CN1CCC(CC1)NC1=NC(=NC=C1)C#N)C=C2 4-((1-(4-(5-(5-fluoropyridin-2-yl)-2-(pyridin-3-yl)-3H-imidazo[4,5-b]pyridin-3-yl)benzyl)piperidin-4-yl)amino)pyrimidine-2-carbonitrile